(E)-1-(4-trifluoromethylphenyl)-pentanone FC(C1=CC=C(C=C1)CC(CCC)=O)(F)F